COC1=C(CNCC[C@@H](C)NC(=O)C2=CC3=CC=CC(=C3C=C2)OC2=CC=C(C=C2)C(F)(F)F)C=CC(=C1)OC (R)-N-(4-((2,4-dimethoxybenzyl)amino)butan-2-yl)-5-(4-(trifluoromethyl)phenoxy)-2-naphthamide